C(C)(C)(C)OC(CN1C(=NC2=C1C=NC(=C2)Br)CCl)=O 2-(6-bromo-2-(chloromethyl)-3H-imidazo[4,5-c]pyridin-3-yl)acetic acid tert-butyl ester